N=1C=NN2C1C=CC(=C2)C2=CNC=1N=C(N=CC12)NCC1(CC1)F 5-([1,2,4]triazolo[1,5-a]pyridin-6-yl)-N-((1-fluorocyclopropyl)methyl)-7H-pyrrolo[2,3-d]pyrimidin-2-amine